C1(C=CC=C1)[Ti](C1=C(C(=C(C(=C1F)F)F)F)F)(C1=C(C(=C(C(=C1F)F)F)F)F)C1C=CC=C1 bis(cyclopentadienyl)-bis(2,3,4,5,6-pentafluorophenyl)-titanium